2-amino-3-methyl-butanoic acid NC(C(=O)O)C(C)C